4-bromo-2-(2-((tert-butyldimethylsilyl)oxy)ethoxy)pyrimidine BrC1=NC(=NC=C1)OCCO[Si](C)(C)C(C)(C)C